C(#N)C=1C=C(C=CC1)CCN1CC(C(C1)C)COC=1C=CC(=C(C#N)C1)S(=O)(=O)C 5-{[1-[2-(3-cyanophenyl)ethyl]-4-methylpyrrolidin-3-yl]methoxy}-2-methanesulfonylbenzonitrile